octyl-decanol hydroxystearate OC(C(=O)OC(CCCCCCCCC)CCCCCCCC)CCCCCCCCCCCCCCCC